O1CCC2=C1C=CC(=C2)S(=O)(=O)N2CCC(CC2)C=2N=CC1=C(N2)NC=C1 2-(1-((2,3-dihydrobenzofuran-5-yl)sulfonyl)piperidin-4-yl)-7H-pyrrolo[2,3-d]pyrimidine